C(CCCNC(=O)C1=CC(=NC(=C1)C=1N=NN(C1)C=1C(=C(C(=O)O)C=CC1)C(F)(F)F)C=1N=NN(C1)C=1C(=C(C(=O)O)C=CC1)C(F)(F)F)NC(=O)C1=CC(=NC(=C1)C=1N=NN(C1)C=1C(=C(C(=O)O)C=CC1)C(F)(F)F)C=1N=NN(C1)C=1C(=C(C(=O)O)C=CC1)C(F)(F)F ((((butane-1,4-diylbis(azanediyl))bis(carbonyl))bis(pyridine-4,2,6-triyl))tetrakis(1H-1,2,3-triazol-4,1-diyl))tetrakis(2-(trifluoromethyl)benzoic acid)